NC1=C(C=C(C=C1)B1OC(C(O1)(C)C)(C)C)P(C)(C)=O (2-Amino-5-(4,4,5,5-tetramethyl-1,3,2-dioxaborolan-2-yl)phenyl)dimethylphosphine oxide